O=C1NC(CCC1N1C(C2=CC=CC(=C2C1=O)NCCNC)=O)=O 2-(2,6-dioxopiperidin-3-yl)-4-{[2-(methylamino)ethyl]amino}-2,3-dihydro-1H-isoindole-1,3-dione